FC(C1=C(C=CC=C1)N1C[C@H](CC1)CN1C[C@@H](C([C@@H](C1)O)O)O)(F)F (3S,4R,5R)-1-(((R)-1-(2-(trifluoromethyl)phenyl)pyrrolidin-3-yl)methyl)piperidine-3,4,5-triol